C([C@@H]1[C@H]([C@@H]([C@H]([C@@H](O1)OC[C@@H]2[C@H]([C@@H]([C@H](C(O2)O)O)O)O)O)O)O)O The molecule is a glycosylglucose consisting of two D-glucopyranose units connected by a beta-(1->6)-linkage. It has a role as a plant metabolite.